C(CCCCCC(=O)[O-])(=O)O hydrogen pimelate